C(CCCCCCCCCCCCCCCCC)(=O)OC(CS)COC(CCCCCCCCCCCCCCCCC)=O thioglycerol di-stearate